methyl 4-phenyl-5,6-dihydro-4H-imidazo[1,2-b][1,2,4]triazole-2-carboxylate C1(=CC=CC=C1)N1CCN2N=C(N=C21)C(=O)OC